4-((1S,2S)-2-hydroxycyclopentylamino)-2-(methylthio)pyrimidine-5-carboxamide O[C@@H]1[C@H](CCC1)NC1=NC(=NC=C1C(=O)N)SC